7-Bromo-6-methoxy-2H-benzo[b][1,4]Oxazine BrC=1C(=CC2=C(OCC=N2)C1)OC